ClC=1C(=C(C=CC1)NC1=C(NC=2C(NCC3(C21)CCNCC3)=O)C3=C(C=NC=C3)F)OC 3'-[(3-chloro-2-methoxyphenyl)amino]-2'-(3-fluoropyridin-4-yl)-5',6'-dihydro-1'H-spiro[piperidine-4,4'-pyrrolo[2,3-c]pyridin]-7'-one